FC(C(=O)O)(F)F.C1C=CC=C2C=C3C(C=CC=C3C=C12)=O anthracene-5(1H)-one trifluoroacetate